4-(hexyloxy)benzaldehyde C(CCCCC)OC1=CC=C(C=O)C=C1